FC1=C(C=C(C(=C1)F)F)C(C(=O)OCCCCCCCCCCCC)C(C)=C=O dodecyl (2,4,5-trifluorophenyl)-3-carbonylbutanoate